The molecule is a non-proteinogenic alpha-amino acid that is serine in which the alcoholic hydroxy group has been formally oxidised to the corresponding formyl group. It is a non-proteinogenic alpha-amino acid and an alanine derivative. It derives from a serine. C(=O)C(C(=O)O)N